NC1=CC(=C(C=C1N)N)N 2,3,5,6-tetraaminobenzene